(S)-1-(3-cyano-6-methyl-4-(trifluoromethyl)pyridin-2-yl)-N-(prop-2-yn-1-yl)-N-(m-tolyl)pyrrolidine-2-carboxamide C(#N)C=1C(=NC(=CC1C(F)(F)F)C)N1[C@@H](CCC1)C(=O)N(C=1C=C(C=CC1)C)CC#C